(2R,3R,4S)-5-(tert-butoxy)-4-((2S,4R)-4-((tert-butyldimethylsilyl)oxy)pyrrolidine-2-carboxamido)-3-methyl-5-oxopentane C(C)(C)(C)OC([C@H]([C@@H](CC)C)NC(=O)[C@H]1NC[C@@H](C1)O[Si](C)(C)C(C)(C)C)=O